N-(4-fluoro-2-methoxyphenyl)-7-methyl-quinolin-4-amine FC1=CC(=C(C=C1)NC1=CC=NC2=CC(=CC=C12)C)OC